COCCOCC(=O)SCCOP(=O)(OCCSC(COCCOC)=O)C(C1=CC2=C(SC(=C2)C(=O)OC2=C(C(=C(C(=C2F)F)F)F)F)C=C1)(F)F perfluorophenyl 5-((bis(2-((2-(2-methoxyethoxy)acetyl)thio)ethoxy) phosphoryl)difluoromethyl)benzo[b]thiophene-2-carboxylate